ClC1=NC(=C(C=C1F)[N+](=O)[O-])OC 2-Chloro-3-fluoro-6-methoxy-5-nitropyridine